(R)-2-(4-(5-chloro-2-(4-chloro-1H-1,2,3-triazol-1-yl)phenyl)-2,5-dioxopiperazin-1-yl)-4-methoxy-N-(2-methyl-2H-indazol-5-yl)butanamide ClC=1C=CC(=C(C1)N1CC(N(CC1=O)[C@@H](C(=O)NC1=CC2=CN(N=C2C=C1)C)CCOC)=O)N1N=NC(=C1)Cl